[I-].C(C)(C)OC=1C(=CC(=C(C1)C1=CC=[N+](C=C1)C)C)[N+](=O)[O-] 4-(5-isopropoxy-2-methyl-4-nitrophenyl)-1-methyl-pyridinium iodide